C(C1=CC=CC=C1)OC=1C(=NN(C1Br)CCC1=CC(=CC=C1)F)C 4-(benzyloxy)-5-bromo-1-(3-fluorophenethyl)-3-methyl-1H-pyrazole